NC1=C(C=CC(=C1)N1N=NN=C1)N1C[C@H](CCC1)O (S)-1-(2-amino-4-(tetrazol-1-yl)phenyl)piperidin-3-ol